methyl 6-amino-2,2-difluorobenzo[d][1,3]dioxole-4-carboxylate NC=1C=C(C2=C(OC(O2)(F)F)C1)C(=O)OC